dimethyl (2S,4S)-2-(tert-butoxycarbonylamino)-4-(3-fluoro-2-nitro-phenoxy)pentanedioate C(C)(C)(C)OC(=O)N[C@H](C(=O)OC)C[C@@H](C(=O)OC)OC1=C(C(=CC=C1)F)[N+](=O)[O-]